C(C(C(=O)O)OP(=O)(O)O)OP(=O)(O)O The molecule is a bisphosphoglyceric acid that is glyceric acid carrying two phospho substituents at positions 2 and 3. It has a role as a human metabolite. It is a tetronic acid derivative and a bisphosphoglyceric acid. It derives from a glyceric acid. It is a conjugate acid of a 2,3-bisphosphoglycerate.